2-(tert-butyl)-4-bromopyrimidine C(C)(C)(C)C1=NC=CC(=N1)Br